(R)-2-(4-(4-(1-acryloylpiperidin-3-ylamino)-1H-pyrazolo[3,4-d]pyrimidin-6-ylamino)-1H-pyrazol-1-yl)-N-methylacetamide C(C=C)(=O)N1C[C@@H](CCC1)NC1=C2C(=NC(=N1)NC=1C=NN(C1)CC(=O)NC)NN=C2